2-methyl-4-(4-((morpholinosulfonyl)methyl)phenyl)phthalazin-1(2H)-one CN1C(C2=CC=CC=C2C(=N1)C1=CC=C(C=C1)CS(=O)(=O)N1CCOCC1)=O